C(C)OC(=O)C1=C(N=C(N1OCC1=C(C=CC=C1)Cl)C1=CC(=CC=C1)C#N)C 1-[(2-chlorobenzyl)oxy]-2-(3-cyanophenyl)-4-methyl-1H-imidazole-5-carboxylic acid ethyl ester